O1COCC(=C1)CC#N [1,3]Dioxin-5-yl-acetonitrile